4-(4-((7-ethyl-6-oxo-5,6-dihydro-1,5-naphthyridin-3-yl)methyl)piperazin-1-yl)-4-oxobutanenitrile C(C)C=1C(NC=2C=C(C=NC2C1)CN1CCN(CC1)C(CCC#N)=O)=O